(2-butan-2-yl)[1,2,4]triazolo[1,5-a]pyridine-8-carboxamide CC(CC)C1=NN2C(C(=CC=C2)C(=O)N)=N1